NCCNCCCC[Si](OOCC)(C)C N-(beta-aminoethyl)-gamma-aminopropyl-trimethyl-(ethoxy)oxysilane